(2R)-N-[(1S)-1-[5-chloro-2-(ethylamino)pyridin-4-yl]-2-hydroxyethyl]-2-(6-{5-chloro-2-[(oxan-4-yl)amino]pyrimidin-4-yl}-1-oxo-2,3-dihydro-1H-isoindol-2-yl)propanamide ClC=1C(=CC(=NC1)NCC)[C@@H](CO)NC([C@@H](C)N1C(C2=CC(=CC=C2C1)C1=NC(=NC=C1Cl)NC1CCOCC1)=O)=O